1-(3-(3,5-difluoro-6-(((3S,4S)-4-fluoropyrrolidin-3-yl)amino)pyridin-2-yl)imidazo[1,2-a]pyrazin-6-yl)pyrrolidin-2-one FC=1C(=NC(=C(C1)F)N[C@H]1CNC[C@@H]1F)C1=CN=C2N1C=C(N=C2)N2C(CCC2)=O